N1-((1-(cyclopropyl-methyl)piperidin-4-yl)methyl)-N3-(2-(4-methoxyphenyl)quinolin-4-yl)propane-1,3-diamine C1(CC1)CN1CCC(CC1)CNCCCNC1=CC(=NC2=CC=CC=C12)C1=CC=C(C=C1)OC